C12N(CCC2C1)CC1=CC(=NC(=C1)C1CC1)C(=O)NC1=CC(=CC=C1)C1(COC1)CC1=NN=CN1C 4-{2-azabicyclo[3.1.0]hexan-2-ylmethyl}-6-cyclopropyl-N-(3-{3-[(4-methyl-1,2,4-triazol-3-yl)methyl]oxetan-3-yl}phenyl)pyridine-2-carboxamide